Cl.NC=1C(N(C=CC1)C1CC(C1)OC([2H])([2H])[2H])=O 3-amino-1-((1r,3r)-3-(methoxy-d3)cyclobutyl)pyridin-2(1H)-one hydrochloride